ethyl 5-amino-2-chloro-6-(7-fluoro-5-methyl-1-tetrahydropyran-2-yl-indazol-4-yl)pyrimidine-4-carboxylate NC=1C(=NC(=NC1C1=C2C=NN(C2=C(C=C1C)F)C1OCCCC1)Cl)C(=O)OCC